3-bromo-2-(ethoxy-1,1-d2)Pyridine BrC=1C(=NC=CC1)OC(C)([2H])[2H]